tert-butyl 4-[4-[(6-chloro-8-cyclopentyl-7-oxo-pyrido[2,3-d]pyrimidin-2-yl)amino]-3-methyl-phenyl]-3-oxo-piperazine-1-carboxylate ClC1=CC2=C(N=C(N=C2)NC2=C(C=C(C=C2)N2C(CN(CC2)C(=O)OC(C)(C)C)=O)C)N(C1=O)C1CCCC1